O=C1NC(CCC1N1C(C2=CC=C(C=C2C1=O)N1CC2(C1)CCN(CC2)CC(=O)O)=O)=O 2-(2-(2-(2,6-dioxopiperidin-3-yl)-1,3-dioxoisoindolin-5-yl)-2,7-diazaspiro[3.5]Non-7-yl)acetic acid